ClC1=NC=C(C(=N1)NC=1C=CC=C2CNC(C12)=O)F 7-((2-chloro-5-fluoropyrimidin-4-yl)amino)isoindolin-1-one